2-neopentyl-6-(4-(4-(4,4,5,5-tetramethyl-1,3,2-dioxaborolan-2-yl)phenyl)piperazin-1-yl)-1H-benzo[d]imidazole C(C(C)(C)C)C1=NC2=C(N1)C=C(C=C2)N2CCN(CC2)C2=CC=C(C=C2)B2OC(C(O2)(C)C)(C)C